Cl.COC([C@@H](N)CO)=O serine methyl ester HCl salt